2-(4-(8-bromodibenzo[b,d]thiophen-2-yl)phenyl)-1-phenyl-1H-phenanthrene BrC=1C=CC2=C(C3=C(S2)C=CC(=C3)C3=CC=C(C=C3)C3C(C=2C=CC4=CC=CC=C4C2C=C3)C3=CC=CC=C3)C1